2-fluoro-N-((5-(thiophen-2-yl)-1,3,4-oxadiazol-2-yl)methyl)benzamide FC1=C(C(=O)NCC=2OC(=NN2)C=2SC=CC2)C=CC=C1